tert-Butyl 4-tetradecanoylpiperazine-1-carboxylate C(CCCCCCCCCCCCC)(=O)N1CCN(CC1)C(=O)OC(C)(C)C